pentaerythritol tetra(di-t-butylhydroxyoxycinnamate) C(C)(C)(C)C1=C(C(=C(C(=O)OCC(COC(C(=C(C2=C(C=CC=C2)C(C)(C)C)C(C)(C)C)OO)=O)(COC(C(=C(C2=C(C=CC=C2)C(C)(C)C)C(C)(C)C)OO)=O)COC(C(=C(C2=C(C=CC=C2)C(C)(C)C)C(C)(C)C)OO)=O)OO)C(C)(C)C)C=CC=C1